(2S,4S)-2-((trifluoromethoxy)methyl)-4-(4-(trifluoromethyl)phenoxy)pyrrolidine FC(OC[C@H]1NC[C@H](C1)OC1=CC=C(C=C1)C(F)(F)F)(F)F